5-fluoro-2-methyl-4H-benzo[d][1,3]oxazin-4-one FC1=CC=CC=2N=C(OC(C21)=O)C